rel-2-((5R,7S,8S)-2,7-dimethyl-3-oxo-2-azaspiro[4.5]decan-8-yl)-N-(imidazo[1,2-b]pyridazin-3-yl)-6-methoxy-2H-indazole-5-carboxamide CN1C[C@@]2(CC1=O)C[C@@H]([C@H](CC2)N2N=C1C=C(C(=CC1=C2)C(=O)NC2=CN=C1N2N=CC=C1)OC)C |o1:3,8,9|